O=C1C(C(=O)[C@@]2([C@H](O)[C@@H](O)[C@@H](O2)C(O)(CO)O)O[C@@H]([C@H]2[C@@H]([C@H]([C@@](O2)(O[C@@H]2[C@@](OCCCN=[N+]=[N-])(O[C@@H]([C@H]([C@@H]2O)O)CO)CC2=CC(C(CC2=O)=O)=O)C(C2C(C(C=CC2=O)=O)=O)=O)O)O)CO)C(C=CC1=O)=O 3-Azido-1-propyl 2,3,6-tri-oxo-benzoyl-5-hydroxy-beta-D-galactofuranosyl-(1->5)-2,3,6-tri-oxo-benzoyl-beta-D-galactofuranosyl-(1->2)-3,4,6-tri-oxo-benzyl-alpha-D-mannopyranoside